Methyl Hexanoate (methyl hexanoate) CC(C(=O)O)CCCC.C(CCCCC)(=O)OC